C(C)OC1=C(OCC2CO2)C=CC=C1 2-[(2-ethoxyphenoxy)methyl] ethylene oxide